FC(C=1C=C(C=NC1)S(=O)(=O)N1CC2(C1)CNC2)(F)F 2-[[5-(trifluoromethyl)-3-pyridyl]sulfonyl]-2,6-diazaspiro[3.3]heptane